rac-tert-butyl (3S,4S)-4-(aminomethyl)-3-hydroxypiperidine-1-carboxylate NC[C@H]1[C@@H](CN(CC1)C(=O)OC(C)(C)C)O |r|